CC=1C=C(C=CC1)C1CC(C1)=O 3-(3-methylphenyl)cyclobutanone